(4,5-dihydro-7H-thieno[2,3-c]pyran-7-yl)-N-methylmethylamine trifluoromethanesulfonic acid salt FC(S(=O)(=O)O)(F)F.S1C=CC2=C1C(OCC2)N(C)C